OC=1C=C(C=CC1)C1CCN(CC1)CC1=CC(=NC=C1)C=1C=C2CN(C(C2=CC1)=O)C1C(NC(CC1)=O)=O 3-(5-(4-((4-(3-hydroxyphenyl)piperidin-1-yl)methyl)pyridin-2-yl)-1-oxoisoindolin-2-yl)piperidine-2,6-dione